(2,6-difluoro-4-nitrophenoxy)quinolin FC1=C(OC2=NC3=CC=CC=C3C=C2)C(=CC(=C1)[N+](=O)[O-])F